CN1N=C(C2=CC=CC(=C12)N1CCN(CC1)C[C@H](CC1CCC(CC1)OC1=C(C(=CC=C1)B1OC(C(O1)(C)C)(C)C)C)C)C1C(NC(CC1)=O)=O 3-(1-methyl-7-(4-((S)-2-methyl-3-((1r,4S)-4-(2-methyl-3-(4,4,5,5-tetramethyl-1,3,2-dioxaborolan-2-yl)phenoxy)cyclohexyl)propyl)piperazin-1-yl)-1H-indazol-3-yl)piperidine-2,6-dione